NC1=C2C(=NC=N1)N(N=C2C2=CC=C(C=C2)OC2=CC=CC=C2)C2CCN(CC2)CC2=CC(=C(N=N2)F)N2C(NC(CC2)=O)=O 1-(6-((4-(4-amino-3-(4-phenoxyphenyl)-1H-pyrazolo[3,4-d]pyrimidin-1-yl)piperidin-1-yl)methyl)-3-fluoropyridazin-4-yl)dihydropyrimidine-2,4(1H,3H)-dione